(R)-7-chloro-N-(1-(2-fluoro-3-(trifluoromethyl)phenyl)ethyl)-6-(4-isopropylpiperazin-1-yl)-2-methylpyrido[2,3-d]pyrimidin-4-amine ClC=1C(=CC2=C(N=C(N=C2N[C@H](C)C2=C(C(=CC=C2)C(F)(F)F)F)C)N1)N1CCN(CC1)C(C)C